2-(3-bromo-1,2-oxazol-5-yl)ethan-1-ol BrC1=NOC(=C1)CCO